(S)-4-ethyl-8-fluoro-4-hydroxy-11-((R)-1-(spiro[2.3]hexane-5-yl)pyrrolidin-3-yl)-1H-pyrano[3',4':6,7]indolizino[2,1-b]quinoline-3,6,14(4H,11H,12H)-trione C(C)[C@]1(C(OCC=2C(N3CC=4N(C5=CC=C(C=C5C(C4C3=CC21)=O)F)[C@H]2CN(CC2)C2CC1(CC1)C2)=O)=O)O